OCC1(CCC(CC1)CN(C(OC(C)(C)C)=O)C)C tert-butyl ((4-(hydroxymethyl)-4-methylcyclohexyl)methyl)(methyl)carbamate